CC1(COCCN1C1CN(C1)CC1=CC=C(CNC2=C3C(N(C(=NC3=CC=C2)C)C2C(NC(CC2)=O)=O)=O)C=C1)C 3-(5-((4-((3-(3,3-dimethylmorpholino)azetidin-1-yl)methyl)benzyl)amino)-2-methyl-4-oxoquinazolin-3(4H)-yl)piperidine-2,6-dione